2-(4-(2-(4-hydroxyphenyl)propanoyl)-1-methyl-10-oxo-1,4,9-triazaspiro[5.6]dodecan-9-yl)acetic acid OC1=CC=C(C=C1)C(C(=O)N1CCN(C2(C1)CCN(C(CC2)=O)CC(=O)O)C)C